O1C(=NC=C1)C=1C(=NC=CN1)C(=O)NCCC(N1CCCCC1)=O (Oxazol-2-yl)-N-(3-oxo-3-(piperidin-1-yl)propyl)pyrazine-2-carboxamide